3,5-bistrifluoromethyl-phenylboronic acid FC(C=1C=C(C=C(C1)C(F)(F)F)B(O)O)(F)F